N1,N2-dimethyl-ethane-1,2-diamine CNCCNC